BrC=1C=C2C(CC3(CCN(CC3)C(=O)C3=NC=C(C=C3)F)C2=CC1)O (5-bromo-3-hydroxy-2,3-dihydrospiro[inden-1,4'-piperidin]-1'-yl)(5-fluoropyridin-2-yl)methanone